ClC1=NC2=C(C=CC=C2C(=C1)NCCC1=CC=C(C=C1)NS(=O)(=O)C)F N-(4-(2-((2-Chloro-8-fluorochinolin-4-yl)amino)ethyl)phenyl)methansulfonamid